CC(C)(CCCCCCCCC)SSC=1SC(=NN1)SSC(C)(CCCCCCCCC)C 2,5-bis(2-methylundecan-2-yldisulfanyl)-1,3,4-thiadiazole